4-((4-(butylcarbamoyl)benzyl)oxy)phenyl sulfurofluoridate S(OC1=CC=C(C=C1)OCC1=CC=C(C=C1)C(NCCCC)=O)(=O)(=O)F